N-[3-(Dimethylamino)propyl]dodecanamide CN(CCCNC(CCCCCCCCCCC)=O)C